COC=CC=1C=CC(NC1)=O 5-(2-methoxyvinyl)pyridin-2(1H)-one